oxygen molecular oxygen O=O.[O]